N-(1-(4-bromophenyl)-2-(tert-butylamino)-2-oxoethyl)-N-cyclopropyl-4-(pyridin-1-yl)butanamide BrC1=CC=C(C=C1)C(C(=O)NC(C)(C)C)N(C(CCCN1CC=CC=C1)=O)C1CC1